C1(=CC(=CC=C1)C=1OCCN1)C=1OCCN1 2,2'-m-phenylenebis(2-oxazoline)